N-(2-amino-6,7-dihydro-5H-cyclopenta[b]pyridin-5-yl)azetidine-2-carboxamide NC1=CC=C2C(=N1)CCC2NC(=O)C2NCC2